N1=C(C(=CC=C1)N)C1=NC=CC=C1 bipyridine-3-amine